2-(2-((5-(1-aminoisoquinolin-7-yl)-1-(3,3-difluorocyclopentyl)-1H-indazol-3-yl)methoxy)-6-methylphenyl)acetic acid NC1=NC=CC2=CC=C(C=C12)C=1C=C2C(=NN(C2=CC1)C1CC(CC1)(F)F)COC1=C(C(=CC=C1)C)CC(=O)O